O1[C@H](COC2=C1C=CC=C2)C2=CC=C(CN1CCC(CC1)N1C(CCCC1)=O)C=C2 1'-{4-[(2S)-2,3-dihydro-1,4-benzodioxin-2-yl]benzyl}-1,4'-bipiperidin-2-one